COC(=O)[C@@H]1CN(CC[C@H]1N)C1CCCCC1 |r| rac-(3R*,4R*)-4-amino-1-cyclohexyl-piperidine-3-carboxylic acid methyl ester